C1(CC1)C=1N=C(C(=NC1)C#N)N[C@@H]1C[C@H](C1)CO trans-5-cyclopropyl-3-{[3-(hydroxymethyl)cyclobutyl]amino}pyrazine-2-carbonitrile